C(C)(C)(C)OC(=O)C=1SC(=C(N1)N)C(=O)O 2-tert-butoxycarbonyl-aminothiazole-5-carboxylic acid